NC1=CC=C(C(=N1)C)CNC(=O)[C@@H]1CCC=2N1C(C(=CN2)NCC2=CC(=CC(=C2)F)Cl)=O (S)-N-((6-amino-2-methylpyridin-3-yl)methyl)-3-((3-chloro-5-fluorobenzyl)amino)-4-oxo-4,6,7,8-tetrahydropyrrolo[1,2-a]pyrimidine-6-carboxamide